FC1=CC=C(C=C1)C(CCCC\C=C/C1=NC=CC=C1)=O (Z)-(4-fluorophenyl)-7-(pyridin-2-yl)hept-6-en-1-one